C(C)(C)(C)OC(=O)[C@@H](CC=O)[C@@H]1CN(CC1)C(=O)OC(C)(C)C tert-Butyl (3R)-3-[(1S)-1-tert-butoxycarbonyl-3-oxo-propyl]pyrrolidine-1-carboxylate